[Na+].C(CCCCCCCCCCCCC)S(=O)(=O)[O-].OC1=NC=CC=C1N[C@H](C)C1=CC(=CC=2C(C(=C(OC21)C=2C=NC=CC2)C)=O)C 8-[(1R)-1-[(2-hydroxy-3-pyridinyl)amino]ethyl]-3,6-dimethyl-2-(3-pyridinyl)benzopyran-4-one Tetradecanesulfonate sodium salt